C[C@@H]1CN(C[C@H]2N1CCC(C2)=O)C2=C1C=CC=NC1=C(C=C2)C#N 5-((4R,9aS)-4-methyl-8-oxooctahydro-2H-pyrido[1,2-a]pyrazin-2-yl)quinoline-8-carbonitrile